1-(2-ethylphenyl)-2-methyl-3-(piperidin-1-yl)-1-propanone hydrochloride Cl.C(C)C1=C(C=CC=C1)C(C(CN1CCCCC1)C)=O